BrC1=NN(C(=C1C#N)NC)[C@H]1C[C@@H](N(C1)C(=O)OC(C)(C)C)C tert-butyl (2S,4S)-4-[3-bromo-4-cyano-5-(methylamino)pyrazol-1-yl]-2-methylpyrrolidine-1-carboxylate